CN1N=C(C2=C1CCOC2)B(O)O 1-methyl-4H,6H,7H-pyrano[4,3-c]pyrazol-3-ylboronic acid